4-(4-(diphenylamino)phenyl)naphthalen-1-ol C1(=CC=CC=C1)N(C1=CC=C(C=C1)C1=CC=C(C2=CC=CC=C12)O)C1=CC=CC=C1